FS(C1=CC=C(COC2=C(C=CC3=CC=CC=C23)C(=O)N[C@H](C(=O)O)C23CC(C2)(C3)C(F)(F)F)C=C1)(F)(F)(F)F (S)-2-(1-((4-(pentafluoro-λ6-sulfaneyl)benzyl)oxy)-2-naphthamido)-2-(3-(trifluoromethyl)bicyclo[1.1.1]pentan-1-yl)acetic acid